C12NCCC(OC1)C2 6-oxa-2-azabicyclo[3.2.1]octane